P(O)(=O)(OP(=O)(O)OP(=O)(O)O)OC[C@@H]1[C@H]([C@H]([C@@H](O1)C1=CN(C(=O)NC1=O)C)O)O N1-Methylpseudouridine triphosphate